F[B-](F)(F)F.FCP(C1=CC=CC=C1)(C1=CC=CC=C1)C1=CC=CC=C1 fluoromethyl-(triphenyl)-phosphine tetrafluoroborate